C(C)(=O)C1=CN(C2=CC=C(C=C12)C1=CN=NC=C1)CC(=O)N1[C@@H](C[C@H](C1)F)C(=O)NC1=NC(=NS1)C1=C(C=CC=C1)Cl (2S,4R)-1-(2-(3-acetyl-5-(pyridazin-4-yl)-1H-indol-1-yl)acetyl)-N-(3-(2-chlorophenyl)-1,2,4-thiadiazol-5-yl)-4-fluoropyrrolidine-2-carboxamide